(S)-2-(3-(3-chloro-4-((3,5-difluoropyridin-2-yl)methoxy)-5',6-dimethyl-2-carbonyl-2H-[1,4'-bipyridin]-2'-yl)-1H-pyrazol-1-yl)-2-methylpropanamide ClC=1C(N(C(=CC1OCC1=NC=C(C=C1F)F)C)C1=CC(=NC=C1C)C1=NN(C=C1)C(C(=O)N)(C)C)=C=O